CC(C=O)(C)C1=CC=CC=C1 2-methyl-2-phenylpropionaldehyde